IC1=NN(C(=C1)C1[C@H]2CC(C[C@@H]12)=O)C(C)C (1R,5S,6s)-6-(3-iodo-1-isopropyl-1H-pyrazol-5-yl)bicyclo[3.1.0]hexan-3-one